FC1=C(C(=O)N([C@H]2CNCCC2)C2=NC=CC3=C2C=C(S3)C#CCCCO)C=CC(=C1)C=1C=NN3C1CCCC3 2-fluoro-N-[2-(5-hydroxypent-1-ynyl)thieno[3,2-c]pyridin-4-yl]-N-[(3R)-3-piperidyl]-4-(4,5,6,7-tetrahydropyrazolo[1,5-a]pyridin-3-yl)benzamide